FC1=CC=2N=C(N3CC(CN(C([C@H]4N(C[C@@H](NC5=NC=C(C(=C1)C23)S5)C4)C(=O)OCC4=CC=CC=C4)=O)C)OC)C benzyl (7S,10S)-21-fluoro-14-methoxy-12,17-dimethyl-11-oxo-25-thia-4,6,9,12,16,18-hexazapentacyclo[14.6.1.12,5.17,10.019,23]pentacosa-1(22),2,4,17,19(23),20-hexaene-9-carboxylate